C(C)[NH+](CC)CC.P([O-])(=O)(OP(=O)([O-])[O-])OC[C@@H]1[C@H]([C@H]([C@@](O1)(N1C=NC=2C(=O)NC(N)=NC12)C)OO[C@H](C(C)(C)C)C1=C(C=CC=C1)[N+](=O)[O-])O.C(C)[NH+](CC)CC.C(C)[NH+](CC)CC |&1:36| 2'-O-[2,2-dimethyl-(R/S)-1-(2-nitrophenyl) propyloxy] methylguanosine-5'-diphosphate triethylammonium salt